P(=O)(O)(O)O.C1=CC=CC=C1 benzene-phosphate